ethoxyethyl-3-hydroxy-2-hydroxy-propionic acid ethyl-3-hydroxy-ethyl-propionate C(C)C(C(=O)O)(CO)CC.C(C)OCCC(C(=O)O)(CO)O